COC(=O)C=1SC(=C(C1N(C(C)=O)CC1CCN(CC1)C)Cl)C 4-chloro-5-methyl-3-(N-((1-methylpiperidin-4-yl)methyl)acetamido)thiophene-2-carboxylic acid methyl ester